O=C1NC(CCC1N1C(C2=CC=CC(=C2C1)C#CCCCCCCCN1CCN(CC1)C1CCN(CC1)C1=NC=C(C(=O)N2CCC(CC2)CCCCNC(\C=C\C=2C=NC=CC2)=O)C=C1)=O)=O (E)-N-(4-(1-(6-(4-(4-(9-(2-(2,6-dioxopiperidin-3-yl)-1-oxoisoindolin-4-yl)non-8-yn-1-yl)piperazin-1-yl)piperidin-1-yl)nicotinoyl)piperidin-4-yl)butyl)-3-(pyridin-3-yl)acrylamide